2-NITRO-5-GLYCERYL-METHYLANILINE [N+](=O)([O-])C1=C(NC)C=C(C=C1)CC(O)CO